(E,E)-2,6-Dimethyl-2,4,6-octatriene CC(C)=C\C=C\C(=C\C)\C